N-(2-aminophenyl)-3-(2-(2-fluorophenyl)-4-oxo-1,4-dihydroquinazolin-3(2H)-yl)acrylamide NC1=C(C=CC=C1)NC(C=CN1C(NC2=CC=CC=C2C1=O)C1=C(C=CC=C1)F)=O